3-amino-N-[(2R)-5-cyano-6-{3,8-diazabicyclo[3.2.1]octan-3-yl}-8-fluoro-1,2,3,4-tetrahydronaphthalen-2-yl]-6-methylthieno[2,3-b]pyridine-2-carboxamide NC1=C(SC2=NC(=CC=C21)C)C(=O)N[C@H]2CC1=C(C=C(C(=C1CC2)C#N)N2CC1CCC(C2)N1)F